C(C)(C)(C)OC(=O)N1C=CC=2C1=CN=CC2 Pyrrolo[2,3-c]Pyridine-1-carboxylic acid tert-butyl ester